7-bromo-4,4-difluoroisoquinoline-1,3(2H,4H)-dione BrC1=CC=C2C(C(NC(C2=C1)=O)=O)(F)F